FC(C1=CC=C(C=N1)C(=N)Cl)(F)F 6-(trifluoromethyl)pyridine-3-carboximidoyl chloride